4-[7-(1,1-dimethyl-2-oxo-propyl)imidazo[1,2-a]pyridin-3-yl]-2,6-dimethoxy-N-(2,2,2-trifluoroethyl)benzamide CC(C(C)=O)(C)C1=CC=2N(C=C1)C(=CN2)C2=CC(=C(C(=O)NCC(F)(F)F)C(=C2)OC)OC